(4-amino-2H-indazol-2-yl)(morpholino)methanone NC=1C2=CN(N=C2C=CC1)C(=O)N1CCOCC1